Methyl 3-(3-(2-fluorophenyl)-1-methyl-1H-pyrazole-4-carboxamido)-2-oxo-phenylbutanoate FC1=C(C=CC=C1)C1=NN(C=C1C(=O)NC=1C(C(C=CC1)C(C(=O)OC)CC)=O)C